5-hydroxy-7-(4'-hydroxy-3'-methoxyphenyl)-1-phenyl-3-heptanone OC(CC(CCC1=CC=CC=C1)=O)CCC1=CC(=C(C=C1)O)OC